ClC1=CC=C(C=C1)CCCO 3-(4-chlorophenyl)propan-1-ol